FC=1C(=C(C=CC1F)[C@H]1[C@@H](O[C@H]([C@H]1OC)C)C(=O)NC1=CC(=NC=C1)C(=O)N)OC 4-((2r,3r,4s,5s)-3-(3,4-difluoro-2-methoxyphenyl)-4-methoxy-5-methyltetrahydrofuran-2-carboxamido)pyridineamide